[Cs].[C] carbon Cesium